C1(CC1)N(CCC(C(=O)O)NC(C1=CC(=CC=C1)C=1C=NN(C1)C)=O)CCCCC1=NC=2NCCCC2C=C1 4-[cyclopropyl-[4-(5,6,7,8-tetrahydro-1,8-naphthyridin-2-yl)butyl]amino]-2-[[3-(1-methylpyrazol-4-yl)benzoyl]amino]butanoic acid